2-(2-(3-chlorophenyl)-2,2-difluoroacetyl)-N-(4-fluoro-3-oxo-1-(2-oxopyrrolidin-3-yl)butan-2-yl)octahydrocyclopenta[c]pyrrole-1-carboxamide ClC=1C=C(C=CC1)C(C(=O)N1C(C2C(C1)CCC2)C(=O)NC(CC2C(NCC2)=O)C(CF)=O)(F)F